2-((5-(7-chloro-2,6-naphthyridin-1-yl)-4-methyl-1H-indazol-1-yl)methyl)-1,1,1,3,3,3-hexafluoropropan-2-ol ClC1=NC=C2C=CN=C(C2=C1)C=1C(=C2C=NN(C2=CC1)CC(C(F)(F)F)(C(F)(F)F)O)C